C(C(C)C)(=O)OC[C@H]1O[C@H]([C@@H]([C@@H]1O)O)N1C(NC(C=C1)=NO)=O ((2R,3S,4R,5R)-3,4-dihydroxy-5-(4-(hydroxyimino)-2-oxo-3,4-dihydropyrimidin-1(2H)-yl)tetrahydrofuran-2-yl)methyl isobutyrate